3-[4-(5,6-Diphenyl-1,2,4-triazin-3-yl)phenyl]-5,6-diphenyl-1,2,4-triazin C1(=CC=CC=C1)C=1N=C(N=NC1C1=CC=CC=C1)C1=CC=C(C=C1)C=1N=NC(=C(N1)C1=CC=CC=C1)C1=CC=CC=C1